(R)-(7-(3,4-dimethoxyphenyl)pyrazolo[1,5-a]pyrimidin-2-yl)(3-methylpiperazin-1-yl)methanone COC=1C=C(C=CC1OC)C1=CC=NC=2N1N=C(C2)C(=O)N2C[C@H](NCC2)C